C(C)(C)(C)OC(NC=1C=C(C2=C(OCCO2)C1)OCCCN1CCCC1)=O [5-(3-pyrrolidin-1-ylpropoxy)-2,3-dihydro-1,4-benzodioxin-7-yl]carbamic acid tert-butyl ester